BrC1=CC=C(C=C1)S(=O)(=O)N[C@@H]([C@H](C)C1=CC=CC=2C(CCCC12)(C)C)C=1OC(NN1)=S 4-bromo-N-((1S,2R)-2-(5,5-dimethyl-5,6,7,8-tetrahydronaphthalen-1-yl)-1-(5-thioxo-4,5-dihydro-1,3,4-oxadiazol-2-yl)propyl)benzenesulfonamide